4-(5-(7-Methyl-7-((R)-2-methylpyrrolidin-1-yl)-6,7,8,9-tetrahydro-5H-benzo[7]annulen-2-yl)-1H-pyrazolo[3,4-b]pyridin-3-yl)benzamide CC1(CCC2=C(CC1)C=C(C=C2)C=2C=C1C(=NC2)NN=C1C1=CC=C(C(=O)N)C=C1)N1[C@@H](CCC1)C